C1(CCCCC1)C1CCCCC1 1,1'-bi(cyclohexane)